Methyl 1-(2-(cyclohex-1-en-1-yl)ethyl)-2-(((4-methoxy-3,5-dimethylpyridin-2-yl)methyl)amino)-1H-benzo[d]imidazole-5-carboxylate C1(=CCCCC1)CCN1C(=NC2=C1C=CC(=C2)C(=O)OC)NCC2=NC=C(C(=C2C)OC)C